F/C(=C/C(=O)NC1=CC=CC=C1)/C1=CC=C(C=C1)C(C)C (E)-3-fluoro-3-(4-isopropylphenyl)-N-phenylacrylamide